4-methoxy-benzene COC1=CC=CC=C1